OC=1C(C=C(OC1)C)=O 5-hydroxy-2-methyl-4H-pyran-4-one